2-propenoic acid-2,4-dihydroxyamyl ester OC(COC(C=C)=O)CC(C)O